2-Hydroxy-4-(2-hydroxyethoxy)-2-methylbenzophenone OC1(C(C(=O)C2=CC=CC=C2)C=CC(=C1)OCCO)C